C1(=C(C=C(C(=C1)C1=CC=C(C(=O)[O-])C=C1)C1=CC=C(C(=O)[O-])C=C1)C1=CC=C(C(=O)[O-])C=C1)C1=CC=C(C(=O)[O-])C=C1 4,4',4'',4'''-benzene-1,2,4,5-tetrayltetrabenzoate